[F-].C(C)[NH+]1CC(CC1)CCC 1-ethyl-3-propylpyrrolidinium fluoride salt